8-isopropyl-6-methylbicyclo[2.2.2]oct-5-ene C(C)(C)C1CC2CCC1C=C2C